N-[(4R)-2-(2-amino-2-oxo-ethyl)-4-methyl-3,4-dihydro-1H-isoquinolin-7-yl]-5-(2,2,2-trifluoroethyl)pyridine-3-carboxamide NC(CN1CC2=CC(=CC=C2[C@H](C1)C)NC(=O)C=1C=NC=C(C1)CC(F)(F)F)=O